(9R,12R)-Benzyl 9-benzyl-12-isobutyl-2,2-dimethyl-4,7,10-trioxo-5-((R)-2-phenylpropyl)-3-oxa-5,8,11-triazatridecan-13-oate C(C1=CC=CC=C1)[C@@H](NC(CN(C(OC(C)(C)C)=O)C[C@H](C)C1=CC=CC=C1)=O)C(N[C@@H](C(=O)OCC1=CC=CC=C1)CC(C)C)=O